ClC=1OC=CC1C(=O)N[C@@H](C)C1CC1 2-chloro-N-[(1S)-1-cyclopropylethyl]-3-furancarboxamide